feruloylCoA C(\C=C\C1=CC(OC)=C(O)C=C1)(=O)SCCNC(CCNC([C@@H](C(COP(OP(OC[C@@H]1[C@H]([C@H]([C@@H](O1)N1C=NC=2C(N)=NC=NC12)O)OP(=O)(O)O)(=O)O)(=O)O)(C)C)O)=O)=O